3-((2S)-3-(8-(4-chlorophenyl-sulfonyl)-1-oxa-8-azaspiro[4.5]dec-3-ylamino)-2-hydroxypropoxy)-N-methylbenzenesulfonamide ClC1=CC=C(C=C1)S(=O)(=O)N1CCC2(CC(CO2)NC[C@@H](COC=2C=C(C=CC2)S(=O)(=O)NC)O)CC1